tert-butyl 4-((3-(3-(4-methoxybenzyl)-2,4-dioxotetrahydropyrimidin-1(2H)-yl)benzo[d]isoxazol-5-yl)methyl)piperazine-1-carboxylate Cesium carbonate C([O-])([O-])=O.[Cs+].COC1=CC=C(CN2C(N(CCC2=O)C2=NOC3=C2C=C(C=C3)CN3CCN(CC3)C(=O)OC(C)(C)C)=O)C=C1.[Cs+]